ClC(C(C(Cl)Cl)(Cl)Cl)Cl 1,1,2,2,3,3-hexachloropropane